N-Methyl-1-(1-methylpyrrolidin-2-yl)methanamine CNCC1N(CCC1)C